C(CCC)C1N(CC(N(C1)C1=C(C(=CC=C1)C)C)=O)CC1=CN=CN1CC1=CC=C(C#N)C=C1 4-((5-((2-butyl-4-(2,3-dimethylphenyl)-5-oxopiperazin-1-yl)methyl)-1H-imidazol-1-yl)methyl)benzonitrile